NC=1C=C2C(N(C=NC2=CC1)C1=NC(=CC=C1)C1=NN=CN1C(C)C)=O 6-amino-3-(6-(4-isopropyl-4H-1,2,4-triazol-3-yl)pyridin-2-yl)quinazolin-4(3H)-one